FC1=C(C(=CC=C1)F)C1=NCC2=NN=C(N2C=2SC=3CCOCCC3C12)C 9-(2,6-difluorophenyl)-3-methyl-14-oxa-18-thia-2,4,5,8-tetraazatetracyclo[8.8.0.02,6.011,17]octadeca-1(10),3,5,8,11(17)-pentaene